FC1=C(C=C2CCC(NC2=C1)=O)[N+](=O)[O-] 7-fluoro-6-nitro-3,4-dihydro-quinolin-2(1H)-one